tert-butyl 3-(4-(4-((4-(2-(3-chloro-4-(2-chloroethoxy)-5-cyanophenyl)propan-2-yl)phenoxy)methyl)pyrimidin-2-yl)piperazin-1-yl)azetidine-1-carboxylate ClC=1C=C(C=C(C1OCCCl)C#N)C(C)(C)C1=CC=C(OCC2=NC(=NC=C2)N2CCN(CC2)C2CN(C2)C(=O)OC(C)(C)C)C=C1